N1(CCC1)C[C@@H](C(=O)NC(C)(C)C1=C(C(=CC=C1)C)OC)C (S)-3-(azetidin-1-yl)-N-(2-(2-methoxy-3-methylphenyl)propan-2-yl)-2-methylpropanamide